N-[(3S,4R)-3-fluoro-1-methyl-4-piperidyl]-6-[3-(4-mesyl-2-anisidino)-1-propynyl]-1-(2,2,2-trifluoroethyl)-1H-indazole-4-carboxamide F[C@H]1CN(CC[C@H]1NC(=O)C=1C=2C=NN(C2C=C(C1)C#CCNC=1C(OC)=CC=C(C1)S(=O)(=O)C)CC(F)(F)F)C